3-[[6-(2-cyclopropylethynyl)-1,3-benzothiazol-2-yl]carbamoyl]bicyclo[2.2.1]hept-5-ene-2-carboxylic acid C1(CC1)C#CC1=CC2=C(N=C(S2)NC(=O)C2C(C3C=CC2C3)C(=O)O)C=C1